tert-butyl N-(4-bromo-3-cyano-benzothiophen-2-yl)-N-[(4-methoxyphenyl)methyl]-carbamate BrC1=CC=CC2=C1C(=C(S2)N(C(OC(C)(C)C)=O)CC2=CC=C(C=C2)OC)C#N